(S)-2-((4-(6-((2-methylbenzo[d]thiazol-6-yl)methoxy)pyridin-2-yl)piperidin-1-yl)methyl)-1-(oxetan-2-ylmethyl)-1H-benzo[d]imidazole-6-carboxylate CC=1SC2=C(N1)C=CC(=C2)COC2=CC=CC(=N2)C2CCN(CC2)CC2=NC1=C(N2C[C@H]2OCC2)C=C(C=C1)C(=O)[O-]